C(C1=CC=CC=C1)N(CC1=CC=CC=C1)C[C@H]1C(CC1)=O |r| (S)- and (R)-2-((Dibenzylamino)methyl)cyclobutan-1-one